[Si](C)(C)(C(C)(C)C)OCCOCC[C@H](CCC(F)(F)F)NC(N(CC)[C@H](C)C1=NC=C(C(=C1)C=1N=C(C=2N(C1)N=CN2)Cl)OC)=O 3-((S)-1-(2-((tert-butyldimethylsilyl)oxy)ethoxy)-6,6,6-trifluorohexan-3-yl)-1-((R)-1-(4-(8-chloro-[1,2,4]triazolo[1,5-a]pyrazin-6-yl)-5-methoxypyridin-2-yl)ethyl)-1-ethylurea